N[C@@H]1C(N(C2=C(OC1)C=C1C(=C2)OC(=N1)C1CC1)C)=O (S)-7-amino-2-cyclopropyl-9-methyl-6,7-dihydro-oxazolo[5',4':4,5]benzo[1,2-b][1,4]oxazepin-8(9H)-one